C1(CCCCC1)CNC(=O)OC=1C=CC(=C(C1)C=1C=C(C=NC1)C=1N(C=CC1)C(=O)OC(C)(C)C)OC tert-butyl 2-(5-(5-(((cyclohexylmethyl)carbamoyl)oxy)-2-methoxyphenyl)pyridin-3-yl)-1H-pyrrole-1-carboxylate